1-decyl-2-butylpyridineium cyanide [C-]#N.C(CCCCCCCCC)[N+]1=C(C=CC=C1)CCCC